C1=C(C=CC2=CC=CC=C12)C1=CC=C(C=C1)C=1OC2=C(N1)C(=CC(=C2)C=2C1=CC=CC=C1C=1C=CC=CC1C2)C2=CC=C(C=C2)C=2C=NC=CC2 2-(4-naphthalen-2-yl-phenyl)-6-(phenanthren-9-yl)-4-(4-pyridin-3-yl-phenyl)-benzoxazole